8-benzyl-9-(4-((1-(3-fluoropropyl)azetidin-3-yl)methyl)phenyl)-6,7-dihydro-5H-benzo[7]annulene-3-carboxylic acid C(C1=CC=CC=C1)C=1CCCC2=C(C1C1=CC=C(C=C1)CC1CN(C1)CCCF)C=CC(=C2)C(=O)O